N1C(C(NC(C1=O)=O)=O)=O piperazinetetraone